CC1=C(C(=CC=C1)C)C1=CC(OC2=NC(=CC=C21)N([C@@H](C(=O)N)C)C)=O |r| Racemic-2-((4-(2,6-dimethylphenyl)-2-oxo-2H-pyrano[2,3-b]pyridin-7-yl)(methyl)amino)propanamide